3-hydroxy-1,3-dimethyl-2-oxoindoline-6-carboxylic acid methyl ester COC(=O)C1=CC=C2C(C(N(C2=C1)C)=O)(C)O